BrC1=CC=C2CC(C(NC2=C1F)=O)CC 7-bromo-8-fluoro-3-ethyl-3,4-dihydroquinolin-2(1H)-one